CNCC(=O)NCCC=1C=C(C=CC1)NC=1C(=NC=CN1)C(=O)N 3-((3-(2-(2-(methylamino)acetamido)ethyl)phenyl)amino)pyrazine-2-carboxamide